N1=CC=C(C=C1)C1=C(N=C2N1COC1=C2C=NC=C1)C1=CC=C(CN2CCC(CC2)NC2=NC(=NC=C2)C#N)C=C1 4-((1-(4-(3-(pyridin-4-yl)-5H-imidazo[1,2-c]pyrido[3,4-e][1,3]oxazin-2-yl)benzyl)piperidin-4-yl)amino)pyrimidine-2-carbonitrile